4-(piperidin-3-yl)pyridine 1-oxide N1CC(CCC1)C1=CC=[N+](C=C1)[O-]